FC(S(=O)(=O)NC1=C(C=CC=C1)C1=CC=C2[C@H]([C@@H](COC2=C1)C(C)C=1N=C(SC1)C1=CC=CC=C1)O)(F)F 1,1,1-trifluoro-N-(2-((3R,4S)-4-hydroxy-3-(1-(2-phenylthiazol-4-yl)ethyl)chroman-7-yl)phenyl)methane-sulfonamide